CN(CCOC1(CCOCC1)C=1C=CC(=NC1)NC=1C=CC(=C2CNC(C12)=O)C1=CN=C2N1C=CC(=C2)F)C 7-((5-(4-(2-(dimethyl-amino)eth-oxy)tetra-hydro-2H-pyran-4-yl)pyridin-2-yl)amino)-4-(7-fluoro-imidazo[1,2-a]pyridin-3-yl)isoindolin-1-one